ClC1=NN(C=C1C=O)C (3-chloro-1-methyl-1H-pyrazol-4-yl)methanone